FC1=C(C=CC=C1)N1C(NC2=CC=CC=C2C1=O)=O 3-(2-fluorophenyl)quinazoline-2,4(1H,3H)-dione